2-imidazo[1,2-a]pyridin-7-yl-3-methoxy-2-methyl-propanenitrile N=1C=CN2C1C=C(C=C2)C(C#N)(COC)C